C(C)N1C(NC2=CC(=CC=C2C1=O)CN1CCN(CC1)C=1C=CC(=NC1C(C)C)C(=O)NC)=O 5-(4-((3-ethyl-2,4-dioxo-1,2,3,4-tetrahydroquinazolin-7-yl)methyl)piperazin-1-yl)-6-isopropyl-N-methylpicolinamide